tert-butyl 5-[6-[[4-methyl-6-(methylamino) pyrimidin-2-yl]amino]chroman-8-yl]-2,3,4,7-tetrahydroazepine-1-carboxylate CC1=NC(=NC(=C1)NC)NC=1C=C2CCCOC2=C(C1)C=1CCCN(CC1)C(=O)OC(C)(C)C